FC1=C(C=C(C=C1)[C@@H]1N(OCC1)C1=CC(=NC=N1)NC=1C(=CC(=C(C1)NC(C=C)=O)N1C[C@H](OCC1)C)OC)C(F)(F)F N-(5-((6-((R)-3-(4-fluoro-3-(trifluoromethyl)phenyl)isoxazolidin-2-yl)pyrimidin-4-yl)amino)-4-methoxy-2-((R)-2-methylmorpholino)phenyl)acrylamide